Cl.COCCC1NCCC2=CC=C(C=C12)N(C1=CC=CC=C1)C (2-methoxyethyl)-N-methyl-N-phenyl-1,2,3,4-tetrahydroisoquinolin-7-amine hydrochloride